FC1=C(C(=CC(=C1)\C=C\C1=CC=C(C=C1)N1CCCC1)CO)O (E)-2-fluoro-6-(hydroxymethyl)-4-(4-(pyrrolidin-1-yl)styryl)phenol